(1-fluoropropan-2-yl)-4-(trifluoromethyl)-1H-imidazole FCC(C)N1C=NC(=C1)C(F)(F)F